CC(C(=O)OCC)(C)N1CC(CCC1)NC(CN1N=C(N2C(C1=O)=CC1=C2SC=C1)C(C)C)=O ethyl 2-methyl-2-[3-[[2-(8-isopropyl-5-oxothieno[3',2':4,5]pyrrolo[1,2-d][1,2,4]triazin-6(5H)-yl)acetyl]amino]piperidin-1-yl]propanoate